4-methoxy-N-(cis-4-methoxy-4-methylcyclohexyl)-5-(pyrazolo[1,5-a]pyridin-5-yl)-7H-pyrrolo[2,3-d]pyrimidin-2-amine COC=1C2=C(N=C(N1)NC1CCC(CC1)(C)OC)NC=C2C2=CC=1N(C=C2)N=CC1